(S)-6-fluoro-5-(4-((5-fluoro-2-(1-fluoroethyl)-3-oxo-4H-quinoxalin-6-yl)methyl)piperazine-1-yl)-N-(methyl-d3)pyridine-2-carboxamide FC1=C(C=CC(=N1)C(=O)NC([2H])([2H])[2H])N1CCN(CC1)CC=1C(=C2NC(C(=NC2=CC1)[C@H](C)F)=O)F